N-((E)-3-(3,4-dichlorophenyl)acryloyl)-2-((Z)-2-oxindole-3-ylidene)hydrazine-1-carboxamide ClC=1C=C(C=CC1Cl)/C=C/C(=O)NC(=O)N\N=C\1/C(NC2=CC=CC=C12)=O